2-furanmethanethiol O1C(=CC=C1)CS